trans-4-[[5-fluoro-4-[6-(2-oxo-1-piperidyl)-2-pyridyl]pyrimidin-2-yl]amino]cyclohexanecarboxylic acid FC=1C(=NC(=NC1)N[C@@H]1CC[C@H](CC1)C(=O)O)C1=NC(=CC=C1)N1C(CCCC1)=O